C(#C)C1=NC=CC=C1 ETHYNYLPYRIDINE